P(=O)(O)(O)O.CC1=CC=CC=C1 (4-methylbenzene) phosphate